(3-fluoro-5-(((4-(2-((6-(pyridazin-4-yl)-1H-indazol-4-yl)amino)ethoxy)butyl)amino)methyl)phenyl)methanol FC=1C=C(C=C(C1)CNCCCCOCCNC1=C2C=NNC2=CC(=C1)C1=CN=NC=C1)CO